4-chloro-7,7-dimethyl-9-(piperidin-4-yl)indolo[1,2-a]quinazolin-5(7H)-one ClC=1C=2C(N=C3N(C2C=CC1)C1=CC=C(C=C1C3(C)C)C3CCNCC3)=O